C(C)(C)(C)[Si](OCC\C=C\C1=C(C=CC=C1)Cl)(C)C (E)-tert-butyldimethyl-(4-(2-chlorophenyl)but-3-enyloxy)silane